2-fluoro-2-methylpropan-1-amine hydrochloride Cl.FC(CN)(C)C